O1C2=CC=C1C(=O)OCCCCCOC2=O pentamethylene 2,5-furandicarboxylate